C1(=CC=CC=C1)C1CCC=2C1=NN(C2)C=2C=C(C=NC2)C#CC=2N=CC(=NC2)N 5-((5-(6-phenyl-5,6-dihydrocyclopenta[c]pyrazol-2(4H)-yl)pyridin-3-yl)ethynyl)pyrazine-2-amine